2-[2-(aminomethyl)-3,3-difluoro-allyl]-4-[5-[2-(3,4-dihydro-2H-1,4-benzoxazin-6-yl)ethynyl]-3-methyl-2-pyridyl]-1,2,4-triazol-3-one NCC(CN1N=CN(C1=O)C1=NC=C(C=C1C)C#CC=1C=CC2=C(NCCO2)C1)=C(F)F